7-[(3-fluoro-2-pyridyl)oxy]-3-[[2-fluoro-3-(tetrahydrofuran-3-ylsulfamoylamino)phenyl]methyl]-4-methyl-chromen-2-one FC=1C(=NC=CC1)OC1=CC=C2C(=C(C(OC2=C1)=O)CC1=C(C(=CC=C1)NS(NC1COCC1)(=O)=O)F)C